3-(6-(3-(4-methoxybenzyl)ureido)-2-azaspiro[3.3]heptane-2-carbonyl)benzoic acid methyl ester COC(C1=CC(=CC=C1)C(=O)N1CC2(C1)CC(C2)NC(=O)NCC2=CC=C(C=C2)OC)=O